BrC1=NN(C(=N1)NCC1=CC=C(C=C1)OC)C 3-bromo-N-(4-methoxybenzyl)-1-methyl-1H-1,2,4-triazol-5-amine